Benzyl ((3R,4R)-4-hydroxy-1-(4-(2-methyl-5-((S)-3-(2,2,2-trifluoroethyl)pyrrolidine-1-carboxamido)phenyl)-6-morpholinopyridin-2-yl) pyrrolidin-3-yl)carbamate O[C@H]1[C@@H](CN(C1)C1=NC(=CC(=C1)C1=C(C=CC(=C1)NC(=O)N1C[C@@H](CC1)CC(F)(F)F)C)N1CCOCC1)NC(OCC1=CC=CC=C1)=O